N-(4-chlorobenzyl)-1-(((3S)-1-((3-cyano-1-azetidinyl)sulfonyl)-3-piperidinyl)carbonyl)-D-prolinamide ClC1=CC=C(CNC([C@@H]2N(CCC2)C(=O)[C@@H]2CN(CCC2)S(=O)(=O)N2CC(C2)C#N)=O)C=C1